3-(5-cyano-6-oxo-4-thiophen-2-yl-1,6-dihydro-pyrimidin-2-ylsulfanyl)-propionic acid C(#N)C1=C(N=C(NC1=O)SCCC(=O)O)C=1SC=CC1